1-[(2S,4R)-4-hydroxy-2-[5-(4-methoxyphenyl)-1H-imidazol-2-yl]pyrrolidin-1-yl]-2-(3-methoxy-1,2-oxazol-5-yl)-3-methylbutan-1-one O[C@@H]1C[C@H](N(C1)C(C(C(C)C)C1=CC(=NO1)OC)=O)C=1NC(=CN1)C1=CC=C(C=C1)OC